(R)-3-(((3-(3,3-difluorobutyl)-5-(4,4-difluorocyclohexyl)-2-methyl-1,1-dioxido-7-(trifluoromethyl)-2,3,4,5-tetrahydrobenzo[f][1,2,5]thiadiazepin-8-yl)oxy)methyl)-6-methoxypicolinate FC(CC[C@H]1N(S(C2=C(N(C1)C1CCC(CC1)(F)F)C=C(C(=C2)OCC=2C(=NC(=CC2)OC)C(=O)[O-])C(F)(F)F)(=O)=O)C)(C)F